ClC1=CC(=CN=N1)C1=CC=C(C=C1)O 4-(6-chloropyridazin-4-yl)phenol